(4R)-4-hydroxypyrrolidine-2-one O[C@@H]1CC(NC1)=O